(3-(3,5-di-tert-butyl-4-hydroxyphenyl)-propionyloxymethyl)methane C(C)(C)(C)C=1C=C(C=C(C1O)C(C)(C)C)CCC(=O)OCC